C(C)(C)(C)OC(=O)N1CCC(CC1)(C(=O)O)C=1C=C2C=NN(C2=CC1)C1=CC(=C(C(=C1)OCOC)F)F 1-(tert-butoxycarbonyl)-4-(1-(3,4-difluoro-5-(methoxymethoxy)phenyl)-1H-indazol-5-yl)piperidine-4-carboxylic acid